2,2-difluoro-3-((1-(2-methyl-4H-pyrrolo[2,3-d]thiazol-6-yl)propan-2-yl)amino)propan-1-ol FC(CO)(CNC(CC1=CNC=2N=C(SC21)C)C)F